COC1=C(C=C2C3=C(N(C2=C1)C)C(=NC=C3)C)N3CCN(CC3)S(=O)(=O)C=3SC=CC3 7-methoxy-1,9-dimethyl-6-(4-(thiophen-2-ylsulfonyl)piperazin-1-yl)-9H-pyrido[3,4-b]indole